ClC=1C(=C2C(=C(N(C2=CC1)CCC(=O)OC)C(=O)OC)C)C=1C(=NN(C1C)C)CO Methyl 5-chloro-4-(3-(hydroxymethyl)-1,5-dimethyl-1H-pyrazol-4-yl)-1-(3-methoxy-3-oxopropyl)-3-methyl-1H-indole-2-carboxylate